(1r,2s)-2-(3-{[5-(ethanesulfonyl)-3-ethoxypyridin-2-yl]amino}-1H-indazol-6-yl)-5'-methoxyspiro[cyclopropan-1,3'-indol]-2'(1'H)-one C(C)S(=O)(=O)C=1C=C(C(=NC1)NC1=NNC2=CC(=CC=C12)[C@@H]1C[C@@]12C(NC1=CC=C(C=C21)OC)=O)OCC